5,10,15,20-tetrakis(pentafluorophenyl)porphyrin zinc [Zn].FC1=C(C(=C(C(=C1C=1C2=CC=C(N2)C(=C2C=CC(C(=C3C=CC(=C(C=4C=CC1N4)C4=C(C(=C(C(=C4F)F)F)F)F)N3)C3=C(C(=C(C(=C3F)F)F)F)F)=N2)C2=C(C(=C(C(=C2F)F)F)F)F)F)F)F)F